Br.Br.BrCCN(CCCN)CCBr N,N-bis(2-bromoethyl)-1,3-propanediamine dihydrobromide salt